C1(=CC=CC=C1)CCC(=O)CCC1=CC=CC=C1 2-phenylethylketone